OCC(C(=O)NC1=CC=2C(C=3N=C(N=CC3C2C=C1)C(F)(F)F)=O)=C 2-(hydroxymethyl)-N-(9-oxo-2-(trifluoromethyl)-9H-indeno[2,1-d]pyrimidin-7-yl)acrylamide